C1(=C(C(=C(C(=C1[2H])[2H])[2H])[2H])[2H])C1=C(C(=CC=C1)C1=C(C(=C(C(=C1[2H])[2H])[2H])[2H])[2H])NC=1C(=CC=CC1)NC1=CC(=CC=C1)OC1=CC=C2C=3C4=C(C=CC3N(C2=C1)C1=NC=CC(=C1)C(C)(C)C)C1=C(O4)C=CC=C1 N1-([1,1':3',1''-Terphenyl]-2'-yl-2,2'',3,3'',4,4'',5,5'',6,6''-d10)-N2-(3-((5-(4-(tert-butyl)pyridin-2-yl)-5H-benzofuro[3,2-c]carbazol-3-yl)oxy)phenyl)benzene-1,2-diamine